O1CCC(CC1)CNC1=NC=CC(=C1)C1=CNC2=NC=CC(=C21)OC2=CC=C1CCNCC1=C2 N-((Tetrahydro-2H-pyran-4-yl)methyl)-4-(4-((1,2,3,4-tetrahydroisochinolin-7-yl)oxy)-1H-pyrrolo[2,3-b]pyridin-3-yl)pyridin-2-amin